FC1=C(C2=C(N(C(=N2)C(F)(F)F)COCC[Si](C)(C)C)C=C1)N[C@@H]1[C@H](COC2=CC=CC=C12)N1C[C@H](OCC1)C 5-fluoro-N-((3R,4S)-3-((R)-2-methylmorpholino)chroman-4-yl)-2-(trifluoromethyl)-1-((2-(trimethylsilyl)ethoxy)methyl)-1H-benzo[d]imidazol-4-amine